BrC=1C=C2C(=NC1C(=O)OC)N(C=C2)COCC[Si](C)(C)C methyl 5-bromo-1-[[2-(trimethylsilyl)ethoxy]methyl]pyrrolo[2,3-b]pyridine-6-carboxylate